CC1=NN(C=C1B1OC(C(O1)(C)C)(C)C)C1CCN(CC1)C(=O)OC(C)(C)C tert-butyl 4-[3-methyl-4-(4,4,5,5-tetramethyl-1,3,2-dioxaborolan-2-yl)pyrazol-1-yl]piperidine-1-carboxylate